2,3-dimethylMethylbutane CC(CC)C(C)C